(2-bromoethoxy)-3-methoxybenzaldehyde BrCCOC1=C(C=O)C=CC=C1OC